1-butylimidazolium bromide salt [Br-].C(CCC)N1C=[NH+]C=C1